CC(=CCC1=C(C=CC(=C1O)[C@H]2CC3=C(C=C(C(=C3OC)CC=C(C)C)O)OC2)O)C The molecule is a member of the class of hydroxyisoflavans that is R-isoflavan with hydroxy groups at positions 7, 2' and 4', a methoxy group at position 5 and prenyl groups at positions 6 and 3'. Isolated from Glycyrrhiza uralensis, it exhibits antibacterial activity. It has a role as an antibacterial agent and a plant metabolite. It is a member of hydroxyisoflavans, an aromatic ether and a methoxyisoflavan.